C(C)(=O)OCCOCCOCCCC [2-(2-butoxy-ethoxy)-ethyl] acetate